C(C)(C)(C)OC(=O)NCC=1C=C(C=CC1)N1N=C(C=C1C(=O)NC=1C=C(C=CC1)C(C1=CC=C(C=C1)O)N(C(OC(C)(C)C)=O)CC1CC1)C(F)(F)F tert-Butyl ((3-(1-(3-(((tert-butoxycarbonyl)amino)methyl)phenyl)-3-(trifluoromethyl)-1H-pyrazole-5-carboxamido)phenyl)(4-hydroxyphenyl)methyl)(cyclopropylmethyl)carbamate